C(CCCCC)OC=1C(=CC=2C(CCC(C2C1)(C)C)(C)C)N(C1=NC=C(C=N1)C(=O)O)C 2-[(3-hexoxy-5,5,8,8-tetramethyl-6,7-dihydronaphthalen-2-yl)-methylamino]pyrimidine-5-carboxylic acid